[I-].FC=1C=C2CC(CC2=CC1F)(C(NCC=1SC2=C(N1)C=C(C(=C2)OC)OCC[N+]2(CCOCC2)C)=O)CC(=O)OC(C)(C)C tert-butyl 2-[5,6-difluoro-2-[[6-methoxy-5-[2-(4-methylmorpholin-4-ium-4-yl)ethoxy]-1,3-benzothiazol-2-yl]methylcarbamoyl]indan-2-yl]acetate iodide